(R)-11-(3-chloro-4-fluorophenyl)-3-methoxy-10-(trifluoromethyl)-3,4-dihydro-2H,6H-[1,4]thiazepino[2,3,4-ij]quinazoline-6,8(7H)-dione ClC=1C=C(C=CC1F)C1=C(C=C2C(NC(N3C2=C1SC[C@@H](C3)OC)=O)=O)C(F)(F)F